(1S,4S)-N1-(2-(trifluoromethyl)quinolin-4-yl)cyclohexane-1,4-diamine hydrochloride Cl.FC(C1=NC2=CC=CC=C2C(=C1)NC1CCC(CC1)N)(F)F